5-bromomethyl-bromo-phenyl carbamate C(N)(OC1=C(C=CC(=C1)CBr)Br)=O